bis-(dihydrocaffeoyl)-spermidine C(CCC1=CC(O)=C(O)C=C1)(=O)N(CCCCNCCCN)C(CCC1=CC(O)=C(O)C=C1)=O